4-(1-(2-Chloro-4-((4-methylpiperazin-1-yl)methyl)phenyl)-1H-imidazol-4-yl)-N-(1-(methylsulfonyl)-piperidin-4-yl)-5-(trifluoromethyl)-pyrimidin-2-amine ClC1=C(C=CC(=C1)CN1CCN(CC1)C)N1C=NC(=C1)C1=NC(=NC=C1C(F)(F)F)NC1CCN(CC1)S(=O)(=O)C